N-[3-(7-{[(3S,4R)-3-fluoro-1-methylpiperidin-4-yl]amino}-3-(2,2,2-trifluoroethyl)pyrazolo[1,5-a]pyridin-2-yl)prop-2-yn-1-yl]spiro[2.2]pentane-1-carboxamide F[C@H]1CN(CC[C@H]1NC1=CC=CC=2N1N=C(C2CC(F)(F)F)C#CCNC(=O)C2CC21CC1)C